N,N'-diphenyl-N,N'-di(p-tolyl)pyrene-1,6-Diamine C1(=CC=CC=C1)N(C1=CC=C2C=CC=3C(=CC=C4C=CC1=C2C34)N(C3=CC=C(C=C3)C)C3=CC=CC=C3)C3=CC=C(C=C3)C